6-chloro-7-(1,2-difluoro-2-methylpropyl)-5-fluoro-N-((3R,4R)-3-fluoro-1-(methylsulfonyl)piperidin-4-yl)pyrrolo[2,1-f][1,2,4]triazin-2-amine ClC=1C(=C2C=NC(=NN2C1C(C(C)(C)F)F)N[C@H]1[C@@H](CN(CC1)S(=O)(=O)C)F)F